5-[(6-Aminopyridine-2-yl)Methyl]-3,4-difluoro-2-(2-fluoro-4-iodoanilino)Benzoic acid NC1=CC=CC(=N1)CC=1C(=C(C(=C(C(=O)O)C1)NC1=C(C=C(C=C1)I)F)F)F